N1=CC=C(C=C1)C1=NN(C(=N1)N)COCC[Si](C)(C)C 3-(pyridin-4-yl)-1-((2-(trimethylsilyl)ethoxy)methyl)-1H-1,2,4-triazol-5-amine